FC1=CC=C(C(=O)NCC=2N=NN(C2)[C@H](CC2=CC=3CCCCC3C=C2)CC(=O)NO)C=C1 (R)-4-fluoro-N-((1-(4-(hydroxyamino)-4-oxo-1-(5,6,7,8-tetrahydronaphthalen-2-yl)butan-2-yl)-1H-1,2,3-triazol-4-yl)methyl)benzamide